Cl.N[C@H](C(=O)N[C@H](C(=O)OC)C[C@H]1C(NCC1)=O)CC(C)C (S)-methyl 2-((S)-2-amino-4-methylpentanamido)-3-((S)-2-oxopyrrolidin-3-yl)propanoate hydrochloride